C(C1=CC=CC=C1)N=CC=1C=NC(=CC1)Cl N-benzyl-1-(6-chloropyridin-3-yl)methanimine